N-(4-((2-(1,1-difluoroethyl)pyridin-4-yl)amino)-5-(5-fluoropyrimidin-2-yl)pyridin-2-yl)acetamide FC(C)(F)C1=NC=CC(=C1)NC1=CC(=NC=C1C1=NC=C(C=N1)F)NC(C)=O